tert-Butyl-6-bromo-7-methyl-3,4-dihydro-1H-spiro[1,8-naphthyridine-2,3'-pyrrolidine] C(C)(C)(C)N1CC2(CC1)NC1=NC(=C(C=C1CC2)Br)C